Bromoisobutyric acid ethyl ester C(C)OC(C(C)(C)Br)=O